1-(6-(1-(3-((4-((5-methoxypyrimidin-2-yl)amino)piperidin-1-yl)sulfonyl)benzyl)-piperidin-4-yl)-1-methyl-1H-indazol-3-yl)dihydropyrimidine-2,4(1H,3H)-dione COC=1C=NC(=NC1)NC1CCN(CC1)S(=O)(=O)C=1C=C(CN2CCC(CC2)C2=CC=C3C(=NN(C3=C2)C)N2C(NC(CC2)=O)=O)C=CC1